BrC1=CC2=C(NC(O2)=O)C=C1F 6-bromo-5-fluoro-3H-1,3-benzoxazol-2-one